NC=1C2=C(N=CN1)N(C=C2C#CC2=CC(=NC(=C2)OC)OC)[C@@H]2CN(CC2)C(C=C)=O (S)-1-(3-(4-amino-5-((2,6-dimethoxypyridin-4-yl)ethynyl)-7H-pyrrolo[2,3-d]pyrimidin-7-yl)pyrrolidin-1-yl)prop-2-en-1-one